(S)-2-((((9H-fluoren-9-yl)methoxy)carbonyl)amino)-6-(2-oxopyrrolidin-1-yl)hexanoic acid C1=CC=CC=2C3=CC=CC=C3C(C12)COC(=O)N[C@H](C(=O)O)CCCCN1C(CCC1)=O